C(C1=CC=CC=C1)N1CCC(CC1)N=CC1CC(NCC1)NC(OCC1=CC=CC=C1)=O Benzyl (4-(((1-benzylpiperidin-4-yl)imino)-methyl)piperidine-2-yl)carbamate